N'-[2-(4-methyl-1,3-thiazol-2-yl)acetyl]-1,3-diphenyl-1H-pyrazol-5-yl-carbohydrazide CC=1N=C(SC1)CC(=O)N(NC1=CC(=NN1C1=CC=CC=C1)C1=CC=CC=C1)C(=O)NN